Cl.N[C@H](C(=O)N1[C@@H](C[C@H](C1)O)C(=O)NCC1=CC=C(C=C1)C1=C(N=CS1)C)C (2S,4R)-1-((S)-2-Aminopropanoyl)-4-hydroxy-N-(4-(4-methylthiazol-5-yl)benzyl)pyrrolidine-2-carboxamide, hydrochloride